4-chloro-2-cyano-N-[(1S,2R)-2-(6-fluoro-2,3-dimethylphenyl)-1-(2H-1,2,3,4-tetrazol-5-yl)propyl]benzene-1-sulfonamide ClC1=CC(=C(C=C1)S(=O)(=O)N[C@@H]([C@H](C)C1=C(C(=CC=C1F)C)C)C=1N=NNN1)C#N